S(C1=CC=C(C=C1)S)C1=CC=C(C=C1)S 4,4'-thiobis-benzenethiol